ClC1=CC(=NC(=N1)C=1C=NC=CC1)N1C[C@H](CC1)O (S)-1-(6-chloro-2-(pyridin-3-yl)pyrimidin-4-yl)pyrrolidin-3-ol